(1s,4s)-4-((5-(imidazo[1,2-a]pyrimidin-6-yl)-7H-pyrrolo[2,3-d]pyrimidin-2-yl)amino)-N,N-dimethylcyclohexane-1-carboxamide N=1C=CN2C1N=CC(=C2)C2=CNC=1N=C(N=CC12)NC1CCC(CC1)C(=O)N(C)C